((3S,6S)-1,1-difluoro-5-methyl-5-azaspiro[2.4]heptan-6-yl)methanol FC1(C[C@@]12CN([C@@H](C2)CO)C)F